4-methyl-3-(1-methyl-1H-benzo[d]imidazol-6-yl)-N-(4-((4-methylpiperazin-1-yl)methyl)-3-(trifluoromethyl)phenyl)benzamide CC1=C(C=C(C(=O)NC2=CC(=C(C=C2)CN2CCN(CC2)C)C(F)(F)F)C=C1)C=1C=CC2=C(N(C=N2)C)C1